tert-Butyl (1R,3S,4S)-3-(3-(1-(2-(ethyl(isopropyl)carbamoyl)-4-fluorophenyl)-1H-pyrrolo[2,3-c]pyridine-3-carbonyl)azetidine-1-carbonyl)-2-azabicyclo[2.2.1]heptane-2-carboxylate C(C)N(C(=O)C1=C(C=CC(=C1)F)N1C=C(C=2C1=CN=CC2)C(=O)C2CN(C2)C(=O)[C@H]2N([C@@H]1CC[C@H]2C1)C(=O)OC(C)(C)C)C(C)C